CON(C(CC1(CC1)C(F)(F)F)=O)C N-methoxy-N-methyl-2-(1-(trifluoromethyl)cyclopropyl)acetamide